2-dimethylamino-ethylbenzoate CN(CCOC(C1=CC=CC=C1)=O)C